C1(C=CC2=CC=CC3=CC4=C(C1=C23)C=CC=C4)=O Benzphenalon